Methyl 2-Methyldodecanoate CC(C(=O)OC)CCCCCCCCCC